(R)-5-(3-aminopiperidin-1-yl)-N-(2-bromo-5-fluoro-4-morpholinophenyl)pyrazolo[1,5-a]pyrimidine-3-carboxamide N[C@H]1CN(CCC1)C1=NC=2N(C=C1)N=CC2C(=O)NC2=C(C=C(C(=C2)F)N2CCOCC2)Br